(6Ar,10aR)-6,6,9-trimethyl-3-[2-(3-methylphenyl)propan-2-yl]-6a,7,10,10a-tetrahydrobenzo[c]chromen-1-ol CC1(OC=2C=C(C=C(C2[C@H]2[C@H]1CC=C(C2)C)O)C(C)(C)C2=CC(=CC=C2)C)C